2,4,6-trifluorobenzenesulfonamide FC1=C(C(=CC(=C1)F)F)S(=O)(=O)N